triglyceryl triacrylate C(C=C)(=O)OCC(O)CO.C(C=C)(=O)OCC(O)CO.C(C=C)(=O)OCC(O)CO